CN(C(=O)C=1NN=C2C1CN(CC2)C(=O)C=2NC1=CC=C(C(=C1C2)F)F)C2(CC2)C2=NC=C(C=N2)C(=O)O 2-{1-[N-methyl-5-(4,5-difluoro-1H-indole-2-carbonyl)-2H,4H,5H,6H,7H-pyrazolo[4,3-c]pyridine-3-amido]cyclopropyl}pyrimidine-5-carboxylic acid